FC(C(=O)O)(F)F.CC1NCC1 2-methyl-azetidine 2,2,2-trifluoroacetate